2-[(propylsulfonyl)methyl]glutaric acid C(CC)S(=O)(=O)CC(C(=O)O)CCC(=O)O